C(C)(C)(C)OC(NC1CCN(CC1)S(=O)(=O)CCCCCCCCCCCCCCN1C(C2=CC=CC=C2C1=O)=O)=O (1-((14-(1,3-Dioxoisoindolin-2-yl)tetradecyl)sulfonyl)piperidin-4-yl)carbamic acid tert-butyl ester